O[C@@H](C(=O)OCC1=CC=CC=C1)[C@H]([C@@H]([C@H](C1=CC=CC=C1)O)O)O benzyl (2R,3S,4R,5S)-2,3,4,5-tetrahydroxy-5-phenylpentanoate